C(CCCCCCCCC)N(C(COCC(=O)N(CCCCCCCCCC)CCCCCCCCCC)=O)CCCCCCCCCC N,N,N',N'-tetra-n-decyl-3-oxapentane-diamide